2-hydroxy-ethoxyacrylate OCCOC(C(=O)[O-])=C